2,2-difluoro-2-(4-isopropylphenyl)ethane-1-amine FC(CN)(C1=CC=C(C=C1)C(C)C)F